CC1C(CCC(C1)C)C1=NC=CC=C1 2-(2,4-dimethylcyclohex-1-yl)pyridine